BrC1=CN(C(C2=C1N=C(N=C2)NC2=CC=C1CCNCC1=C2)=O)C2=C(C=CC=C2Cl)Cl 8-bromo-6-(2,6-dichlorophenyl)-2-(1,2,3,4-tetrahydroisoquinolin-7-ylamino)pyrido[4,3-d]Pyrimidin-5-one